NCCN1C(=C(C2=NC=CC=C21)C2=CC=C(C=C2)Cl)C(=O)OCC ethyl 1-(2-aminoethyl)-3-(4-chlorophenyl)-1H-pyrrolo[3,2-b]pyridine-2-carboxylate